1-(5-(1-methyl-1H-pyrazol-4-yl)-1H-benzo[d]imidazol-2-yl)-3-((3-methyloxetan-3-yl)methyl)urea CN1N=CC(=C1)C1=CC2=C(NC(=N2)NC(=O)NCC2(COC2)C)C=C1